4-[(tricyclo[3.3.1.13,7]dec-1-ylamino)methyl]-1,3-benzenediol C12(CC3CC(CC(C1)C3)C2)NCC2=C(C=C(C=C2)O)O